CN(C1=NC(=NC2=C(C(=C(C=C12)C=C)C1=CC(=CC2=CC=C(C(=C12)CC)F)O)F)OC[C@]12CCCN2C[C@@H](C1)F)C 4-(4-(dimethylamino)-8-fluoro-2-(((2R,7aS)-2-fluorotetrahydro-1H-pyrrolizin-7a(5H)-yl)methoxy)-6-vinylquinazolin-7-yl)-5-ethyl-6-fluoronaphthalen-2-ol